5,5'-diamino-3,3'-azo-1H-1,2,4-triazole NC1=NC(=NN1)N=NC1=NNC(=N1)N